(4S,4'S)-4,4'-((E)-but-2-ene-1,4-diyl)bis(2-(1-ethyl-3-methyl-1H-pyrazole-5-carboxamido)-6-methyl-5,6-dihydro-4H-imidazo[1,5,4-de]Quinoxaline-8-carboxamide) C(\C=C\C[C@H]1CN(C=2C=C(C=C3C2N1C(=N3)NC(=O)C3=CC(=NN3CC)C)C(=O)N)C)[C@H]3CN(C=1C=C(C=C2C1N3C(=N2)NC(=O)C2=CC(=NN2CC)C)C(=O)N)C